ClC=1C(=C(C=CC1Cl)NC1=NC=NC2=CC=C(C(=C12)OCCOC)NC(C=CC1N(CCC1)C)=O)F N-(4-((3,4-dichloro-2-fluorophenyl)amino)-5-(2-methoxyethoxy)quinazolin-6-yl)-3-(1-methylpyrrolidin-2-yl)acrylamide